OC(CC=1C=C(N2C1C1=CC(=C(C=C1CC2)OC)C=2N=NN(N2)C)C(=O)N2[C@](CCC2)(C(=O)N)C)(C)C (R)-1-(1-(2-hydroxy-2-methylpropyl)-8-methoxy-9-(2-methyl-2H-tetrazol-5-yl)-5,6-dihydropyrrolo[2,1-a]isoquinoline-3-carbonyl)-2-methylpyrrolidine-2-carboxamide